COC1=CC(=NN1C1=CC=C(C=C1)CN)C(F)(F)F (4-(5-methoxy-3-(trifluoromethyl)-1H-pyrazol-1-yl)phenyl)-methanamine